[(1E)-5-(5-methyl-1,2,4-oxadiazol-3-yl)-2,3-dihydro-1H-inden-1-ylidene]hydroxylamine sodium thioglycolate C(CS)(=O)[O-].[Na+].CC1=NC(=NO1)C=1C=C2CC/C(/C2=CC1)=N\O